1-(2-chloro-3-iodo-phenyl)ethanone ClC1=C(C=CC=C1I)C(C)=O